CC1=NC(=NC(=C1)C)NS(=O)(=O)C1=CC=C(C=C1)NC(=O)C=1OC=CC1 N-(4-{[(4,6-dimethyl-2-pyrimidinyl)amino]sulfonyl}phenyl)-2-furamide